phenyl-6-(6-phenylnaphthalen-2-yl)-1,3,5-triazine C1(=CC=CC=C1)C1=NC(=NC=N1)C1=CC2=CC=C(C=C2C=C1)C1=CC=CC=C1